7-Bromo-1,3-dimethyl-1,3-dihydro-2H-imidazo[4,5-c]pyridin-2-one BrC=1C2=C(C=NC1)N(C(N2C)=O)C